C1(CCCC1)C1=CC(=C(C=N1)C(=O)OC)OC1=CC=CC=C1 methyl 6-cyclopentyl-4-phenoxy-pyridine-3-carboxylate